C(=O)(OC(C)(C)C)N1CCN(CC1)C1=NC=C(C=C1)Br 4-Boc-1-(5-bromo-2-pyridinyl)piperazine